[I-].C(C=C)N1CN(C=2N(C(N(C)C(C12)=O)=O)C)C 7-allyl-9-methyl-theophylline iodide salt